ClC1=C(C=CC=C1F)CC(=O)NC1=CN=NC(=C1)NC1=CC(=C(C=C1)F)F 2-(2-chloro-3-fluorophenyl)-N-[6-(3,4-difluoroanilino)pyridazin-4-yl]acetamide